4-[4-[(1S)-2-amino-1-hydroxyethyl]pyrazol-1-yl]-3-[6-(2-chlorophenyl)-2-methylpyrimidin-4-yl]oxybenzonitrile NC[C@@H](O)C=1C=NN(C1)C1=C(C=C(C#N)C=C1)OC1=NC(=NC(=C1)C1=C(C=CC=C1)Cl)C